NC1=NC=C(C2=C1C(=C(N2C)C2=CC=C(C=C2)NC(C=C)=O)C2=CC(=C(C=C2)OC2=NN(C=C2)CC(F)(F)F)F)C#N N-(4-(4-amino-7-cyano-3-(3-fluoro-4-((1-(2,2,2-trifluoroethyl)-1H-pyrazol-3-yl)oxy)phenyl)-1-methyl-1H-pyrrolo[3,2-c]pyridin-2-yl)phenyl)acrylamide